CN(C([O-])=O)C1=C(C=CC(=C1)C(CCC1CC1)N)F.COS(=O)(=O)[O-].OCC[NH3+].OCC[NH3+] 2-hydroxyethyl-ammonium methyl-sulfate (-)-methyl-5-(1-amino-3-cyclopropyl-propyl)-2-fluorophenylcarbamate